BrC1=C2CN(C(C2=CC=C1CN1CCN(CC1)C1=NC(=CC=C1)C=1C=NN2C1N=C(C=C2)N2[C@H](CCC2)C2=C(C=CC(=C2)F)F)=O)C2C(NC(CC2)=O)=O 3-(4-bromo-5-((4-(6-(5-((R)-2-(2,5-difluorophenyl)pyrrolidin-1-yl)pyrazolo[1,5-a]pyrimidin-3-yl)pyridin-2-yl)piperazin-1-yl)methyl)-1-oxoisoindolin-2-yl)piperidine-2,6-dione